acetyl-4-formylbiphenyl C(C)(=O)C1=C(C=CC(=C1)C=O)C1=CC=CC=C1